N2-Methoxy-5-methyl-N3-(2,3,5,6-tetrafluoro-3'-(methoxy-d3)-[1,1'-biphenyl]-4-yl)thiophene-2,3-dicarboxamide CONC(=O)C=1SC(=CC1C(=O)NC1=C(C(=C(C(=C1F)F)C1=CC(=CC=C1)OC([2H])([2H])[2H])F)F)C